(E)-1-(2-iodovinyl)-4-methoxybenzene I/C=C/C1=CC=C(C=C1)OC